N-(1,2-Dimethylpiperidin-4-yl)-N-methyl-5-[5-(1H-pyrazol-4-yl)pyridin-2-yl][1,3]thiazolo[5,4-d][1,3]thiazol-2-amin CN1C(CC(CC1)N(C=1SC=2N=C(SC2N1)C1=NC=C(C=C1)C=1C=NNC1)C)C